perfluorovaleramide FC(C(=O)N)(C(C(C(F)(F)F)(F)F)(F)F)F